(R)-N-(1,1-Dioxido-2,3-dihydrothiophen-3-yl)-2-oxo-7-(trifluoromethyl)-1,2-dihydroquinoline O=S1(C[C@@H](C=C1)N1C(C=CC2=CC=C(C=C12)C(F)(F)F)=O)=O